(4-fluorobenzyl)-2-hydroxy-N-methylbenzamide FC1=CC=C(CC=2C(=C(C(=O)NC)C=CC2)O)C=C1